(1H-Benzimidazol-2-yl)ethanon N1C(=NC2=C1C=CC=C2)C(C)=O